CC1=C(C=C(C=C1)NC(C1=CC(=CC=C1)C(F)(F)F)=O)N1CC2=C(N=C(N=C2)NC=2C=NN(C2)C2COC2)C2(C1=O)CC2 N-(4-methyl-3-(2'-((1-(oxetan-3-yl)-1H-pyrazol-4-yl)amino)-7'-oxo-5'H-spiro[cyclopropane-1,8'-pyrido[4,3-d]pyrimidine]-6'(7'H)-yl)phenyl)-3-(trifluoromethyl)benzamide